C1=CC(=CC=C1C2=C(C(=O)C(=C(C2=O)[O-])C3=CC=C(C=C3)O)O)O The molecule is an organic anion that is the conjugate base of atromentin, obtained from the deprotonation of one of the hydroxy groups of the 1,4-benzoquinone moiety. It is the major species at pH 7.3. It is a conjugate base of an atromentin.